4-[(2-chlorothiazol-5-yl)methyl]-2-(7,8-difluoro-3-quinolyl)-6,6-dimethyl-4,5-dihydro-1,3-thiazine ClC=1SC(=CN1)CC1N=C(SC(C1)(C)C)C=1C=NC2=C(C(=CC=C2C1)F)F